C(C)(C)(C)NC1=C(N=C2N1C=CC(=C2)C(=O)OC)C2=C(C(=CC=C2C=2N=CN(C2Cl)C)F)F Methyl 3-(tert-butylamino)-2-(6-(5-chloro-1-methyl-1H-imidazol-4-yl)-2,3-difluorophenyl)imidazo[1,2-a]pyridine-7-carboxylate